(R or S)-5-(3-hydroxy-6-(2-hydroxy-6-methyl-4-(trifluoromethyl)phenyl)-2H-pyrazolo[3,4-b]pyridin-2-yl)-1-methylpiperidin-2-one OC=1N(N=C2N=C(C=CC21)C2=C(C=C(C=C2C)C(F)(F)F)O)[C@@H]2CCC(N(C2)C)=O |o1:22|